CC1=NC(=CC(=N1)N1CCC2(C[C@H](NC2)C(=O)O)CC1)O[C@@H](C(F)(F)F)C1=C(C=C(C=C1)C1=CC=C(C=C1)OC(F)(F)F)N1N=C(C=C1)C (S)-8-(2-methyl-6-((R)-2,2,2-trifluoro-1-(3-(3-methyl-1H-pyrazol-1-yl)-4'-(trifluoromethoxy)-[1,1'-biphenyl]-4-yl)ethoxy)pyrimidin-4-yl)-2,8-diazaspiro[4.5]decane-3-carboxylic acid